N,N'-Diphenyl-p-phenylendiamin C1(=CC=CC=C1)NC1=CC=C(C=C1)NC1=CC=CC=C1